C(C)(C)(C)OC(=O)N1CC2CC2(CC1)C1=C(C2=C(N(C(=C2C(C)C)C=2C(=C(C=3N(C2)N=CN3)C)C)C(=O)OC(C)(C)C)S1)C tert-butyl 2-(3-tert-butoxycarbonyl-3-azabicyclo[4.1.0]heptan-6-yl)-5-(7,8-dimethyl-[1,2,4]triazolo[1,5-a]pyridin-6-yl)-4-isopropyl-3-methyl-thieno[2,3-b]pyrrole-6-carboxylate